2-(2,6-dioxo-3-piperidinyl)-5-[2-[6-(4-oxo-1-piperidinyl)-3-pyridinyl]ethynyl]isoindoline-1,3-dione O=C1NC(CCC1N1C(C2=CC=C(C=C2C1=O)C#CC=1C=NC(=CC1)N1CCC(CC1)=O)=O)=O